[4-[(3,4-Difluorophenoxy)methyl]-1H-1,2,3-triazol-1-yl]benzamide FC=1C=C(OCC=2N=NN(C2)C2=C(C(=O)N)C=CC=C2)C=CC1F